O=C[C@H](O)[C@@H](O)[C@H](O)[C@H](O)C(=O)O.O=C[C@H](O)[C@@H](O)[C@H](O)[C@H](O)C(=O)O glucuronic acid (D-Glucuronate)